C(C)OC1=CC=C(C=C1)C1=CC=C(S1)C1=NC2=CC=C(C=C2C(=C1)C(=O)O)F 2-(5-(4-ethoxyphenyl)thiophen-2-yl)-6-fluoroquinoline-4-carboxylic acid